(S)-2-(3-bromo-4-methoxyphenyl)-1-(4-((5R,7R)-7-hydroxy-5-methyl-6,7-dihydro-5H-cyclopenta[d]pyrimidin-4-yl)piperazin-1-yl)-3-(isopropylamino)propan-1-one BrC=1C=C(C=CC1OC)[C@H](C(=O)N1CCN(CC1)C=1C2=C(N=CN1)[C@@H](C[C@H]2C)O)CNC(C)C